N-hexadecyl-2-methyl-3-t-butylcarbonyloxypyridin-4-one C(CCCCCCCCCCCCCCC)N1C(=C(C(C=C1)=O)OC(=O)C(C)(C)C)C